ClC1=C(C(=CC=2C(=CC(OC21)(C)C)O)C2=COC1=CC(=CC=C1C2=O)OCOCCOC)OCOCCOC 3-(8-chloro-4-hydroxy-7-((2-methoxyethoxy)methoxy)-2,2-dimethylbenzopyran-6-yl)-7-((2-methoxyethoxy)methoxy)-4H-chromen-4-one